N-(4,4-Difluorocyclohexyl)-5-(imidazo[1,2-a]pyridin-6-yl)-4-methoxy-7H-pyrrolo[2,3-d]pyrimidin-2-amine FC1(CCC(CC1)NC=1N=C(C2=C(N1)NC=C2C=2C=CC=1N(C2)C=CN1)OC)F